N-{4-[4-(4-amino-phenylamino)-benzyl]-phenyl}-2-[4-(4-amino-phenyl-amino)-cyclohexa-1,5-dienylmethyl]-benzene-1,4-diamine NC1=CC=C(C=C1)NC1=CC=C(CC2=CC=C(C=C2)NC2=C(C=C(C=C2)N)CC2=CCC(C=C2)NC2=CC=C(C=C2)N)C=C1